3,3-difluorocyclobutyl (4-cyclobutyl-3-(3,3-difluorocyclobutyl)-1-methyl-1H-pyrazol-5-yl)carbamate C1(CCC1)C=1C(=NN(C1NC(OC1CC(C1)(F)F)=O)C)C1CC(C1)(F)F